methyl 3-chloro-2,6-difluorobenzoate ClC=1C(=C(C(=O)OC)C(=CC1)F)F